(5-cyclopropyl-1H-pyrazol-3-yl)[(1R,5S,6r)-6-(5,5-dimethyl-4,5-dihydro-1,2-oxazole-3-Yl)-3-azabicyclo[3.1.0]Hex-3-yl]Ketone C1(CC1)C1=CC(=NN1)C(=O)N1C[C@H]2C([C@H]2C1)C1=NOC(C1)(C)C